4-amino-1-((2R,4S,5R)-5-ethynyl-4-hydroxy-5-(hydroxymethyl)tetrahydrofuran-2-yl)pyrimidin-2(1H)-one NC1=NC(N(C=C1)[C@@H]1O[C@@]([C@H](C1)O)(CO)C#C)=O